ClC1=C(C=C(C=C1)F)C1NC(C2=C1C(=CC1=C(N(N=C21)C)C2(CNC2)O)C2=C(C(=O)N)C=C(C=C2C(F)(F)F)F)=O [6-(2-chloro-5-fluorophenyl)-3-(3-hydroxyazetidin-3-yl)-2-methyl-8-oxo-7,8-dihydro-6H-pyrrolo[4,3-g]indazol-5-yl]-5-fluoro-3-(trifluoromethyl)benzamide